tert-butyl 4-(5-bromopyrazolo[1,5-a]pyridin-3-yl)-3,6-dihydropyridine-1(2H)-carboxylate BrC1=CC=2N(C=C1)N=CC2C=2CCN(CC2)C(=O)OC(C)(C)C